(5-bromo-2-fluorophenyl)(8-chloroimidazo[1,2-a]pyrazin-3-yl)methanol 2,3-dihydro-1H-inden-2-yl-acetate C1C(CC2=CC=CC=C12)CC(=O)OC(C1=CN=C2N1C=CN=C2Cl)C2=C(C=CC(=C2)Br)F